C1(=CC=CC=C1)N(C=1C2(C3=CC4=CC=CC=C4C3=CC1)C=CC=C1C3=CC=CC=C3C=C12)C1=C(C=CC=C1)C1=CC=CC=2SC3=C(C21)C=CC=C3 (phenyl)(Dibenzothiophenylphenyl)(spirobifluorenyl)amine